4-[2-(4-bromo-1H-1,2,3-triazol-1-yl)-5-chlorophenyl]-6-methoxypyrimidine BrC=1N=NN(C1)C1=C(C=C(C=C1)Cl)C1=NC=NC(=C1)OC